formamidine iodide salt [I-].C(=N)N